N1=CN=C(C=C1)CO pyrimidin-4-ylmethanol